NN1C([C@@H]2CC3=C(NC=4C=CC=CC34)[C@@H](N2C(C1)=O)C)=O (6S,12aS)-2-amino-6-methyl-2,3,12,12a-tetrahydropyrazino[1',2':1,6]pyrido[3,4-b]indole-1,4(6H,7H)-dione